BrC=1N=C(N(N1)C)NC=1C(=C2C=NN(C2=CC1)C1OCCCC1)CC N-(5-bromo-2-methyl-1,2,4-triazol-3-yl)-4-ethyl-1-tetrahydropyran-2-yl-indazol-5-amine